N1(N=CC=C1)CC1=CC=C(C=C1)C1=C(NC2=C(C=CC=C12)C)C(=O)O 3-(4-((1H-pyrazol-1-yl)methyl)phenyl)-7-methyl-1H-indole-2-carboxylic acid